2-(((1R)-1-(2-cyano-7-methyl-3-(octahydro-2H-4,7-ethanoisoindol-2-yl)quinoxalin-5-yl)ethyl)amino)-benzoic acid C(#N)C1=NC2=CC(=CC(=C2N=C1N1CC2C3CCC(C2C1)CC3)[C@@H](C)NC3=C(C(=O)O)C=CC=C3)C